disodium (5-(2-(4-fluoro-3-methoxy-5-methylphenylamino)-5-methylpyrimidin-4-ylamino)-2-oxobenzo[d]oxazol-3(2H)-yl)methyl phosphate P(=O)(OCN1C(OC2=C1C=C(C=C2)NC2=NC(=NC=C2C)NC2=CC(=C(C(=C2)C)F)OC)=O)([O-])[O-].[Na+].[Na+]